C1CC12OCCN(C2)C2=NC=CC(=N2)NC2=CC(=NO2)C2=C(C=C(C=C2)OC)F N-(2-(4-oxa-7-azaspiro[2.5]octan-7-yl)pyrimidin-4-yl)-3-(2-fluoro-4-methoxyphenyl)isoxazol-5-amine